NC=1C(=NC=C(C1)Br)NC(C(C)C=1C=C2CCCN(C2=CC1)C(=O)OC(C)(C)C)=O tert-butyl 6-(1-((3-amino-5-bromopyridin-2-yl)amino)-1-oxopropan-2-yl)-3,4-dihydroquinoline-1(2H)-carboxylate